Methyl 3-amino-3-(5-(4-fluoro-2-methyl-6-(pent-4-en-1-yloxy)phenyl)pyridin-3-yl)propanoate hydrochloride Cl.NC(CC(=O)OC)C=1C=NC=C(C1)C1=C(C=C(C=C1OCCCC=C)F)C